C(C1=CC=CC=C1)NC1CC(C1)COC=1C(=CC(=NC1)C#N)C1=CC=2N(C=C1)N=C(C2)NC(=O)C2CC2 N-[5-[5-[[3-(benzylamino)cyclobutyl]methoxy]-2-cyano-4-pyridyl]pyrazolo[1,5-a]pyridin-2-yl]cyclopropanecarboxamide